C(C)(C)(C)OC(=O)N1[C@@H]2C[C@@H]2C[C@@H]1C(=O)O (1R,3R,5R)-2-tert-butoxycarbonyl-2-azabicyclo[3.1.0]hexane-3-carboxylic acid